BrC=1C=C(C=C2C(N(C(=NC12)[C@H]1OCCCC1)C1CC1)=O)F (S)-8-bromo-3-cyclopropyl-6-fluoro-2-(tetrahydro-2H-pyran-2-yl)quinazolin-4(3H)-one